C1(=CC=CC2=CC=CC=C12)CC(=O)N 2-(naphthalen-1-yl)acetoamide